C(C)(C)NC1=NC(=CC2=C1N=C(N=C2)N[C@@H]2COCCC2)C#N (S)-8-(isopropylamino)-2-((tetrahydro-2H-pyran-3-yl)amino)pyrido[3,4-d]pyrimidine-6-carbonitrile